N-(3-(4,4-difluoropiperidin-1-yl)-5-methylphenyl)-4-((2-hydroxyethyl)sulfonamido)-2-(6-azaspiro[2.5]octan-6-yl)benzamide FC1(CCN(CC1)C=1C=C(C=C(C1)C)NC(C1=C(C=C(C=C1)NS(=O)(=O)CCO)N1CCC2(CC2)CC1)=O)F